ClC1(CC(=NC(=C1)[Sn](CCCC)(CCCC)CCCC)N(CC1=CC=C(C=C1)OC)CC1=CC=C(C=C1)OC)C 4-chloro-N,N-bis(4-methoxybenzyl)-4-methyl-6-(tributylstannyl)pyridin-2-amine